tert-Butyl oxirane-2-carboxylate O1C(C1)C(=O)OC(C)(C)C